8-bromo-N,N-dimethylquinoline-2-carboxamide BrC=1C=CC=C2C=CC(=NC12)C(=O)N(C)C